ClC=1C=CC(=C2C=C(NC12)C(=O)N1[C@@H]([C@H]2C([C@H]2C1)(C)C)C(=O)N[C@H](C=O)C[C@H]1C(NCC1)=O)OC (1R,2S,5S)-3-(7-chloro-4-methoxy-1H-indole-2-carbonyl)-6,6-dimethyl-N-((S)-1-oxo-3-((S)-2-oxopyrrolidin-3-yl)propan-2-yl)-3-azabicyclo[3.1.0]hexane-2-carboxamide